BrC1=CC=CC=2S(C3=C(C21)C=CC=C3)(=O)=O bromodibenzothiophene 5,5-dioxide